(4-(5-chlorooxazolo[4,5-b]pyridin-2-yl)piperazin-1-yl)(4-ethynyl-3-methoxyphenyl)methanone ClC1=CC=C2C(=N1)N=C(O2)N2CCN(CC2)C(=O)C2=CC(=C(C=C2)C#C)OC